N-[1-[(1R)-1-[4-(trifluoromethyl)phenyl]propyl]-4-piperidyl]prop-2-enamide FC(C1=CC=C(C=C1)[C@@H](CC)N1CCC(CC1)NC(C=C)=O)(F)F